CN1CCN(C(CC1)=O)CCCC1=NC=C(C=N1)C#N (3-(4-methyl-7-oxo-1,4-diazacycloheptan-1-yl)propyl)pyrimidine-5-carbonitrile